5-cyclopropylpyridazine C1(CC1)C=1C=CN=NC1